CC1=NOC=C1C=1C=C2C=CN(C(C2=CC1)=O)CC=1C=C(C(=O)NCCN2CCOCC2)C=CC1 3-((6-(3-methylisoxazol-4-yl)-1-oxoisoquinolin-2(1H)-yl)methyl)-N-(2-morpholinoethyl)benzamide